C(C)N1NC(C=2C1=NC(=CC2)NC2=NC=C(C(=N2)N[C@H](CO)C2=CC=CC=C2)C=2OC=NN2)=O (S)-1-ethyl-6-((4-((2-hydroxy-1-phenylethyl)amino)-5-(1,3,4-oxadiazol-2-yl)pyrimidin-2-yl)amino)-1,2-dihydro-3H-pyrazolo[3,4-b]pyridin-3-one